4-methyl-2-(piperazin-1-yl)benzenesulfonamide CC1=CC(=C(C=C1)S(=O)(=O)N)N1CCNCC1